C(OC=1C=NC=CC1)(=S)[S-] pyridin-3-yl Carbonodithioate